C1=C(C=CC=C1)S(=O)(=O)O.ClC1=CC=C(C=C1)/C=C/CN1CCC2(CC1)CN(C1=CC=C(C=C12)F)C(=O)C1=CC(=NC=C1)Cl {1'-[(2E)-3-(4-chlorophenyl)prop-2-en-1-yl]-5-fluorospiro[indol-3,4'-piperidin]-1(2H)-yl}(2-chloropyridin-4-yl)methanone o-benzenesulfonate